3-(3,4-methylenedioxyphenyl)-acryloyl-piperidine C1OC=2C=C(C=CC2O1)C=CC(=O)N1CCCCC1